6-(5-(1-(2-(dimethylamino)-2-oxoethyl)piperidin-4-yl)-3-isopropyl-1H-indol-2-yl)-N,8-dimethylimidazo[1,2-a]pyridine-2-carboxamide CN(C(CN1CCC(CC1)C=1C=C2C(=C(NC2=CC1)C=1C=C(C=2N(C1)C=C(N2)C(=O)NC)C)C(C)C)=O)C